5-(4-((cyclopropylamino)methyl)-3-fluorophenyl)-1,8-naphthyridin-2(1H)-one hydrochloride Cl.C1(CC1)NCC1=C(C=C(C=C1)C1=C2C=CC(NC2=NC=C1)=O)F